2-(4-tert-butyl-phenylethynyl)aniline C(C)(C)(C)C1=CC=C(C=C1)C#CC1=C(N)C=CC=C1